1-((1-Acetylpyrrolidin-3-yl)methyl)-3-(5-chloro-4-(5,5-dimethyl-5,6-dihydro-4H-pyrrolo[1,2-b]pyrazol-3-yl)pyridin-2-yl)urea C(C)(=O)N1CC(CC1)CNC(=O)NC1=NC=C(C(=C1)C1=C2N(N=C1)CC(C2)(C)C)Cl